C(C)S(=O)(=O)ON=C(C#N)C1=CC=C(C=C1)OC α-(ethylsulfonyloxyimino)-4-methoxyphenylacetonitrile